9-[(3-carboxyphenyl)methyl]-2-hexyl-2,3,4,9-tetrahydro-1H-carbazole-8-carboxylic acid C(=O)(O)C=1C=C(C=CC1)CN1C2=C(C=CC=C2C=2CCC(CC12)CCCCCC)C(=O)O